ClC1=C(O[C@H](C(=O)O)C)C=CC(=C1)I (S)-2-(2-chloro-4-iodophenoxy)propionic acid